CSC(C=O)C 2-(methylthio)propan-1-one